C(C)N1N=CC(=C1)CN1C(NC=C1)=O 3-[(1-ethyl-1H-pyrazol-4-yl)methyl]-1,3-dihydro-2H-imidazol-2-one